4-(4-(4-((5-chloro-4-((2-(isopropylsulfonyl)phenyl)amino)pyrimidin-2-yl)amino)-5-isopropoxy-2-methylphenyl)-[1,4'-bipiperidin]-1'-yl)-2-(2,6-dioxopiperidin-3-yl)isoindoline-1,3-dione ClC=1C(=NC(=NC1)NC1=CC(=C(C=C1OC(C)C)C1CCN(CC1)C1CCN(CC1)C1=C2C(N(C(C2=CC=C1)=O)C1C(NC(CC1)=O)=O)=O)C)NC1=C(C=CC=C1)S(=O)(=O)C(C)C